N[C@@H]1CN(CC1)C(=O)C=1SC(=CC1C)C1=CC=C(C=C1)C1(CCC1)N(C)C (S)-(3-aminopyrrolidin-1-yl)(5-(4-(1-(dimethylamino)cyclobutyl)phenyl)-3-methylthiophen-2-yl)methanone